OCCN1[C@H]2[C@@H](CC[C@H]1CC2)NC2=CC=C(N=N2)C2=C(C=C(C=C2C)C(F)(F)F)O 2-(6-(((1r,2r,5s)-8-(2-hydroxyethyl)-8-azabicyclo[3.2.1]oct-2-yl)amino)pyridazin-3-yl)-3-methyl-5-(trifluoromethyl)phenol